BrC=1C(=C(C=CC1F)NC([C@H](C)NC(OC(C)(C)C)=O)=O)C(NC1=CC=CC=C1)=O tert-butyl (S)-(1-((3-bromo-4-fluoro-2-(phenylcarbamoyl)phenyl)amino)-1-oxopropan-2-yl)carbamate